[Cl-].[Cl-].C[SiH](C)[Ti+2](NC(C)(C)C)C1(C(=C(C(=C1)C)C)C)C dimethylsilyl-(tetramethyl-cyclopentadienyl)(tert-butylamino)titanium dichloride